1H-pyrazol-5-amine N1N=CC=C1N